ClC1=CC=C(O1)C1C(=NN(C1(C(=O)NCC1CN(CCO1)C)C)C1=C(C=C(C=C1)F)F)C1=C(C=C(C=C1)F)F 4-(5-Chlorofuran-2-yl)-1,3-bis(2,4-difluorophenyl)-5-methyl-N-((4-methylmorpholin-2-yl)methyl)-4,5-dihydro-1H-pyrazole-5-carboxamide